CS(=O)(=O)N1CC(C2=CC=CC=C12)=O (methylsulfonyl)indolin-3-one